FC1=C(C=C(C=C1)O)C=1NC(=C(N1)C1=CC=CC=C1)C1=CC=CC=C1 2-(2-fluoro-5-hydroxyphenyl)-4,5-diphenylimidazole